N-(4-piperazin-1-yl-6-pyrrolidin-1-ylpyrimidin-2-yl)-1-(2,2,2-trifluoroethyl)-1H-pyrazolo[4,3-c]pyridin-6-amine N1(CCNCC1)C1=NC(=NC(=C1)N1CCCC1)NC1=CC2=C(C=N1)C=NN2CC(F)(F)F